C(CCCCCCC=CC[C@](CCCCCCCCCCC)(C(=O)OCC1=CC=CC=C1)C(=O)OC(C)(C)C)C(=O)OCC1=CC=CC=C1 1,11-dibenzyl 11-(tert-butyl) (R)-docos-8-ene-1,11,11-tricarboxylate